ClC=1C=CC=2N(N1)C(=CN2)C2=CC(=NC=C2)N2CC(OCC2)CNS(=O)(=O)C N-((4-(4-(6-Chloroimidazo[1,2-b]pyridazin-3-yl)pyridin-2-yl)morpholin-2-yl)methyl)methanesulfonamide